NC1=NC=CC=C1C1=CC(=NO1)CC1=CC=C(OCC2=CC=CC(=N2)C#N)C=C1 6-((4-((5-(2-aminopyridin-3-yl)isoxazol-3-yl)methyl)phenoxy)methyl)picolinonitrile